4-((tert-butoxycarbonyl)amino)-1-methylcyclohexane-1-carboxylic acid C(C)(C)(C)OC(=O)NC1CCC(CC1)(C(=O)O)C